C1=CC=CC2=C1CCCCC2 6,7,8,9-tetrahydro-5H-benzocyclohepten